ClC=1C(=CC2=C(N=C(O2)CSC=2NC(C3=C(N2)N(N=C3)C3CCOCC3)=O)C1)[N+](=O)[O-] 6-(((5-chloro-6-nitrobenzo[d]oxazol-2-yl)methyl)thio)-1-(tetrahydro-2H-pyran-4-yl)-1,5-dihydro-4H-pyrazolo[3,4-d]pyrimidin-4-one